potassium-copper [Cu].[K]